N-(8-chloro-5-ethyl-6-oxo-2-(o-toluylamino)-5,6-dihydro-1,5-naphthyridin-3-yl)-3-fluoro-5-(trifluoromethyl)benzamide ClC1=CC(N(C=2C=C(C(=NC12)NC1=C(C=CC=C1)C)NC(C1=CC(=CC(=C1)C(F)(F)F)F)=O)CC)=O